lead-calcium-antimony [Sb].[Ca].[Pb]